(but-3-en-1-yl)-4-fluoroaniline C(CC=C)NC1=CC=C(C=C1)F